Methyl 4-{[2-azido-4-(pentylamino)-5H-pyrrolo[3,2-d]pyrimidin-5-yl]methyl}-3-methoxybenzoate N(=[N+]=[N-])C=1N=C(C2=C(N1)C=CN2CC2=C(C=C(C(=O)OC)C=C2)OC)NCCCCC